N-(1-((tert-butyldiphenylsilyl)oxy)-2-methylpropan-2-yl)-6-(4-chlorophenyl)-8-(1-methyl-1H-pyrazol-4-yl)-[1,2,4]triazolo[1,5-a]pyrazin-2-amine [Si](C1=CC=CC=C1)(C1=CC=CC=C1)(C(C)(C)C)OCC(C)(C)NC1=NN2C(C(=NC(=C2)C2=CC=C(C=C2)Cl)C=2C=NN(C2)C)=N1